ClC=1C(=NC=C(C1)C1=CC=C(C=C1)N1CCN(CC1)C)N 3-chloro-5-(4-(4-methylpiperazin-1-yl)phenyl)pyridin-2-amine